ClC=1C=C(C(=O)N2CC=3C(CC2C)=NNC3C(=O)O)C=CC1Cl 5-(3,4-dichlorobenzoyl)-6-methyl-4,5,6,7-tetrahydro-2H-pyrazolo[4,3-c]Pyridine-3-carboxylic acid